C(OC(C(F)(F)F)C(F)(F)F)F The molecule is an ether compound having fluoromethyl and 1,1,1,3,3,3-hexafluoroisopropyl as the two alkyl groups. It has a role as an inhalation anaesthetic, a platelet aggregation inhibitor and a central nervous system depressant. It is an organofluorine compound and an ether. It derives from a 2-methoxypropane.